2-hexyldecyl 3-ethyl-12-hexyl-6-(2-hydroxyethyl)-10-oxo-9,11-dioxa-3,6-diaza-heneicosane-21-carboxylate C(C)N(CC)CCN(CCOC(OC(CCCCCCCCCC(=O)OCC(CCCCCCCC)CCCCCC)CCCCCC)=O)CCO